(2S,4R)-1-[2-(4-chloro-3-hydroxy-1,2-oxazol-5-yl)-3-methylbutanoyl]-4-hydroxy-N-[(1S)-1-[4-(4-methyl-1,3-thiazol-5-yl)phenyl]ethyl]pyrrolidine-2-carboxamide ClC=1C(=NOC1C(C(=O)N1[C@@H](C[C@H](C1)O)C(=O)N[C@@H](C)C1=CC=C(C=C1)C1=C(N=CS1)C)C(C)C)O